C1(CCCCC1)N1N=C(C2=CC=CC=C2C1=O)N1C[C@@H](CCC1)CCNS(=O)=O (S)-N-(1-(3-cyclohexyl-4-oxo-3,4-dihydro-phthalazin-1-yl)piperidin-3-yl)ethylsulphonamide